FC=1C=CC(=NC1)C(=O)N1CC(CC1)C1=C(C=C(C=C1)C1=C(C=CC=C1)C(C)C)C=O 4-(1-(5-fluoropicolinoyl)pyrrolidin-3-yl)-2'-isopropylbiphenyl-3-carbaldehyde